C(=O)OCC#CCOC=O 2-butyn-1,4-diyl diformate